pyrazolo[4,3-c]isoxazole N1OC=C2C1=CN=N2